(±)-2-Aminobenzo-bicyclo-[2.2.1]heptane NC1CC2C3=C(C1C2)C=CC=C3